4-(6-(6-((5-fluoro-6-methoxypyridin-3-yl)methyl)-3,6-diazabicyclo[3.1.1]heptan-3-yl)pyridin-3-yl)-6-(2-hydroxy-2-methylpropyloxy)-N,N-dimethylpyrazolo[1,5-a]pyridine-3-carboxamide FC=1C=C(C=NC1OC)CN1C2CN(CC1C2)C2=CC=C(C=N2)C=2C=1N(C=C(C2)OCC(C)(C)O)N=CC1C(=O)N(C)C